CO\N=C\C1=C(C(=C(C(=C1O)C\C=C(\C=C\[C@@]1([C@H]([C@H](CC[C@H]1C)NCC)C)C)/C)OC)Cl)C (E)-3-chloro-5-((2E,4E)-5-((1R,2R,3S,6R)-3-(ethylamino)-1,2,6-trimethylcyclohexyl)-3-methylpenta-2,4-dien-1-yl)-6-hydroxy-4-methoxy-2-methylbenzaldehyde O-methyloxime